{7-bromo-3-[(1E)-2-ethoxyvinyl]-2-methyl-5-nitroindazol-6-yl}(2-chloro-5-fluorophenyl)methanone BrC1=C(C(=CC2=C(N(N=C12)C)\C=C\OCC)[N+](=O)[O-])C(=O)C1=C(C=CC(=C1)F)Cl